(tert-butyl 2-((2,3-dihydro-1H-inden-2-yl) carbamoyl)-6-((2-methoxyphenyl) amino) pyridin-4-yl) carbamate C(N)(OC1=C(C(=NC(=C1)NC1=C(C=CC=C1)OC)C(NC1CC2=CC=CC=C2C1)=O)C(C)(C)C)=O